(R)-3-(3-(2-(5-Chloro-4-fluoro-1H-pyrrolo[2,3-b]pyridin-3-yl)thiazol-4-yl)phenyl)-3-hydroxy-1-methylpyrrolidin-2-one ClC=1C(=C2C(=NC1)NC=C2C=2SC=C(N2)C=2C=C(C=CC2)[C@]2(C(N(CC2)C)=O)O)F